(1-(3,7,11,15-tetramethyl-2-hexadecyloxy)-2-propyl) phosphate P(=O)(OC(COC(C)C(CCCC(CCCC(CCCC(C)C)C)C)C)C)([O-])[O-]